N(/C(/C(=O)O)=C/C(=O)O)/C(/C(=O)O)=C/C(=O)O iminodimaleic acid